4,5,6,7-tetrahydrobenzo[d]thiazole-2-carboxamide S1C(=NC2=C1CCCC2)C(=O)N